C(C)OC=1C(C(CCC1)C(C(=O)OCC)=O)=O Ethyl (3-ethoxy-2-oxocyclohex-3-en-1-yl)(oxo)acetate